3-Ethenyl-6,10,10b-trihydroxy-3,4a,7,7,10a-pentamethyl-1-oxododecahydro-1H-naphtho[2,1-b]pyran-5-yl acetate C(C)(=O)OC1C(C2C(CCC(C2(C2(C1(OC(CC2=O)(C)C=C)C)O)C)O)(C)C)O